BrCC1=NC(=C(N=C1C)C)C 2-bromomethyl-3,5,6-trimethylpyrazine